(S)-2-(2-(3-chlorophenyl)acetamido)-4-(((S)-3-fluoro-2-methoxypropyl)(4-(5,6,7,8-tetrahydro-1,8-naphthyridin-2-yl)butyl)amino)butanoic acid ClC=1C=C(C=CC1)CC(=O)N[C@H](C(=O)O)CCN(CCCCC1=NC=2NCCCC2C=C1)C[C@@H](CF)OC